ClPC=1NC2=CC=CC=C2C1 chloroindolylphosphine